1-(3'-Amino-[1,1'-biphenyl]-4-yl)-5-fluoro-1H-indazol-6-ol NC=1C=C(C=CC1)C1=CC=C(C=C1)N1N=CC2=CC(=C(C=C12)O)F